C(\C=C(/C)\CCC[C@H](C)CCC[C@H](C)CCCC(C)C)SCCNC(CCNC([C@@H](C(COP(OP(OC[C@@H]1[C@H]([C@H]([C@@H](O1)N1C=NC=2C(N)=NC=NC12)O)OP(=O)(O)O)(=O)O)(=O)O)(C)C)O)=O)=O Phytyl-coa